ClC1=C(C=C(C=C1)C1=NNC2=NC(=CN=C21)N2CCC1(CCC[C@H]1N)CC2)OC (R)-8-(3-(4-chloro-3-methoxyphenyl)-1H-pyrazolo[3,4-b]-pyrazin-6-yl)-8-aza-spiro[4.5]decan-1-amine